1-[2-chloro-4-fluoro-5-(7-morpholin-4-ylquinazolin-4-yl)phenyl]-1-(6-methoxypyridazin-3-yl)prop-2-yn-1-ol ClC1=C(C=C(C(=C1)F)C1=NC=NC2=CC(=CC=C12)N1CCOCC1)C(C#C)(O)C=1N=NC(=CC1)OC